{1-[(2S)-4-methylpentan-2-yl]-1H-imidazol-4-yl}methanone CC(C[C@H](C)N1C=NC(=C1)C=O)C